1,4-bis(imidazol-1-yl)naphthalene N1(C=NC=C1)C1=CC=C(C2=CC=CC=C12)N1C=NC=C1